NC1=NC=C(C=N1)NC(=O)NC(C(F)(F)F)C=1OC2=C(C1C)C=C(C=C2F)F 1-(2-aminopyrimidin-5-yl)-3-(1-(5,7-difluoro-3-methylbenzofuran-2-yl)-2,2,2-trifluoroethyl)urea